C=1C=CN2C=CC=CC12 r-indolizine